OC1=C(C(=O)NCCCCCCCC(=O)O)C=CC=N1 8-(2-hydroxynicotinoyl)aminocaprylic acid